5-chlorotricyclo[3.3.1.13,7]decane ClC12CC3CC(CC(C1)C3)C2